N-((1-(3-fluorobenzyl)cyclobutyl)methyl)-6-hydroxypyrazine-2-carboxamide FC=1C=C(CC2(CCC2)CNC(=O)C2=NC(=CN=C2)O)C=CC1